FC(C1=CC(=C(OC2=CC=C(C=N2)CN2C(OC[C@@H]2C)=O)C=C1)F)F (4S)-3-({6-[4-(difluoromethyl)-2-fluorophenoxy]pyridin-3-yl}methyl)-4-methyl-1,3-oxazolidin-2-one